FC(C(=O)O)(F)F.O1CC(CC12CCNCC2)O 1-oxa-8-azaspiro[4.5]decan-3-ol trifluoroacetate